[N+](=O)([O-])C=1C=NC2=CC=C(C=C2C1)C#N 3-nitroquinoline-6-carbonitrile